Cl.N1C(CC1)CN(C)C 1-(azetidin-2-yl)-N,N-dimethylmethylamine hydrochloride